N[C@@H]1[C@H]([C@@H]([C@H](O[C@@H]1O[C@H]1[C@@H]([C@H]([C@@H](C[C@@H]1N)N)O[C@H]1OC[C@]([C@@H]([C@H]1O)NC)(C)O)O)C(C)O)O)O (2r,3s,4r,5r,6s)-5-amino-6-[(1r,2s,3s,4r,6s)-4,6-diamino-3-[(2r,3r,4r,5r)-3,5-dihydroxy-5-methyl-4-methylaminooxan-2-yl]oxy-2-hydroxycyclohexyl]oxy-2-(1-hydroxyethyl)oxane-3,4-diol